COC(C1=CC=C(C=C1)CO)=O 4-(hydroxymethyl)benzoic acid methyl ester